ClC=1C=C(C=CC1)N1CCN(CC1)CC[C@@H]1OC(C2(C1)CCN(CC2)C(C(C)(C)NC(OC(C)(C)C)=O)=O)=O tert-butyl (R)-(1-(3-(2-(4-(3-chlorophenyl)piperazin-1-yl)ethyl)-1-oxo-2-oxa-8-azaspiro[4.5]decan-8-yl)-2-methyl-1-oxopropan-2-yl)carbamate